[NH4+].BrC1C(C2(CCC1C2(CS(=O)(=O)[O-])C)C)=O (+)-3-bromo-8-camphorsulfonic acid ammonium salt